C(C)(=O)OCS(=O)(=O)C1=CC(=C(C=C1)NCC#CC=1N(C2=CC=CC(=C2C1)N[C@H]1[C@H](CN(CC1)C)F)CC(F)(F)F)OC ((4-((3-(4-(((3S,4R)-3-fluoro-1-methylpiperidin-4-yl)amino)-1-(2,2,2-trifluoroethyl)-1H-indol-2-yl)prop-2-yn-1-yl)amino)-3-methoxyphenyl)sulfonyl)methyl acetate